C(C)(=O)OC(C(=O)C(C(C)=O)(C(C)=O)C(C)=O)=O tetraacetylpyruvic acid